4-chlorobenzyl (4-(((1-acetylazetidin-3-yl)oxy)methyl)phenyl)carbamate C(C)(=O)N1CC(C1)OCC1=CC=C(C=C1)NC(OCC1=CC=C(C=C1)Cl)=O